C(C)N(C(=O)C1=C(C=CC(=C1)F)C1=C2C=NN(C2=CC(=C1)N1CCC(CC1)NC(OC(C)(C)C)=O)C)C(C)C Tert-butyl N-[1-(4-{2-[ethyl(isopropyl)carbamoyl]-4-fluorophenyl}-1-methyl-1H-indazol-6-yl)piperidin-4-yl]carbamate